CC1=C(C2=CC=CC=C2C(=C1)OCCOC)OCCOC 2-methyl-1,4-bis(2-methoxyethoxy)naphthalene